4-[(4-nitrobenzoyl)amino]butanoic acid [N+](=O)([O-])C1=CC=C(C(=O)NCCCC(=O)O)C=C1